Cyclopentyl-6-((2,3-dimethylphenyl)amino)-3-methyl-1,3-dihydro-2H-imidazo[4,5-c]pyridin-2-one C1(CCCC1)N1C(N(C=2C=NC(=CC21)NC2=C(C(=CC=C2)C)C)C)=O